2-((1r,4r)-4-ethynylcyclohexyl)ethan-1-ol C(#C)C1CCC(CC1)CCO